NCCCC=1C=C(C=C(C1)Cl)NC(=O)NCC=1C=C2CN(C(C2=CC1)=O)C1C(NC(CC1)=O)=O 1-[3-(3-aminopropyl)-5-chloro-phenyl]-3-[[2-(2,6-dioxo-3-piperidyl)-1-oxo-isoindolin-5-yl]methyl]urea